ClC=1C=C(C=CC1N1CCOCC1)NC(CN(C(OC(C)(C)C)=O)CC)=O tert-butyl (2-((3-chloro-4-morpholinophenyl)amino)-2-oxoethyl)(ethyl)carbamate